C(C)C1=NC(=C(C(=C1C(=O)NC1=CC=C(C=C1)OC1=CC=NC2=CC(=CN=C12)OC)O)C1=C(C=C(C=C1)F)C)C 2-ethyl-5-(4-fluoro-2-methylphenyl)-4-hydroxy-N-[4-[(7-methoxy-1,5-naphthyridin-4-yl)oxy]phenyl]-6-methylpyridine-3-carboxamide